C1(CC1)OC[C@H](C1=CC2=C(N(C=N2)COCC[Si](C)(C)C)C=C1)N[S@](=O)C1=C(C=C(C=C1C)C)C |o1:5| (R)-N-((S*)-2-cyclopropoxy-1-(1-((2-(trimethylsilyl)ethoxy)methyl)-1H-benzo[d]imidazol-5-yl)ethyl)-2,4,6-trimethylbenzenesulfinamide